5-[[3-fluoro-2-[(1-methoxy-2-methylpropan-2-yl)sulfamoylamino]pyridin-4-yl]methyl]benzamide lead copper-aluminum [Al].[Cu].[Pb].FC=1C(=NC=CC1CC=1C=CC=C(C(=O)N)C1)NS(NC(COC)(C)C)(=O)=O